N1CNCC2=C1C1=C(OC2)C=CC=C1 3,4-Dihydro-1H-benzopyrano[4,3-d]pyrimidine